FC(OC[C@H](CCCN1C(C2=CC(=C(C=C2C=C1)C1=NC=C(C=N1)C(C)(C)O)F)=O)OC=1C=NNC(C1C(F)(F)F)=O)F (S)-2-(5-(difluoromethoxy)-4-((6-oxo-5-(trifluoromethyl)-1,6-dihydropyridazin-4-yl)oxy)pentyl)-7-fluoro-6-(5-(2-hydroxypropan-2-yl)pyrimidin-2-yl)isoquinolin-1(2H)-one